NCCCCCCCCCCCN(C(=O)C1CN(CCC1)C1=CN=CC2=CC=CC=C12)C=1C=CC(N(C1)CC(=O)O)=O 2-(5-(N-(11-aminoundecyl)-1-(isoquinolin-4-yl)piperidine-3-carboxamido)-2-oxopyridin-1(2H)-yl)acetic acid